4-chloro-2-(1-chloro-3-(piperidin-1-yl)propyl)pyridine ClC1=CC(=NC=C1)C(CCN1CCCCC1)Cl